tert-butyl (6-(4-(4-((2,6-dioxopiperidin-3-yl)amino)phenyl)piperidin-1-yl)hexyl)carbamate O=C1NC(CCC1NC1=CC=C(C=C1)C1CCN(CC1)CCCCCCNC(OC(C)(C)C)=O)=O